4-(1-Aminoethyl)-1-(2,4-difluorobenzyl)-1H-pyrazole-3-carboxylic acid NC(C)C=1C(=NN(C1)CC1=C(C=C(C=C1)F)F)C(=O)O